ClCC1=C(C=C(C=C1)C=1C2=CN(N=C2C=CC1)C)F 4-(4-(chloromethyl)-3-fluorophenyl)-2-methyl-2H-indazole